8-methyl-4H-3,1-benzoxazine CC1=CC=CC=2COC=NC21